Proline Nitrate [N+](=O)(O)[O-].N1[C@@H](CCC1)C(=O)O